N1CC(CC1)NC1=CC=C(C=C1)NC1=NC2=C(C=CC=C2C=N1)C=1C=C(C=CC1)NC(C=C)=O N-(3-(2-((4-(pyrrolidin-3-ylamino)phenyl)amino)quinazolin-8-yl)phenyl)acrylamide